(2S)-2-[3-[(1R)-1-methyl-2-[[(R)-phenyl-[(3R)-1,2,3,4-tetrahydropyrido[2,3-b]pyrazin-3-yl]methyl]amino]ethyl]phenyl]propanoic acid C[C@@H](CN[C@@H]([C@H]1CNC2=C(N1)N=CC=C2)C2=CC=CC=C2)C=2C=C(C=CC2)[C@@H](C(=O)O)C